(2S,4R)-N-[(S)-(5-cyclopropyl-6-fluoropyridin-2-yl)(phenyl)methyl]-1-{2-[5-(difluoromethyl)-3-methyl-1H-pyrazol-1-yl]acetyl}-4-fluoropyrrolidine-2-carboxamide C1(CC1)C=1C=CC(=NC1F)[C@@H](NC(=O)[C@H]1N(C[C@@H](C1)F)C(CN1N=C(C=C1C(F)F)C)=O)C1=CC=CC=C1